O=C([C@@H](CC1=CC=C(C=C1)C1=CC=C(C=C1)C(F)(F)F)NC(OC(C)(C)C)=O)CCC tert-butyl (R)-(3-oxo-1-(4'-(trifluoromethyl)-[1,1'-biphenyl]-4-yl)hexan-2-yl)carbamate